C(C1=CC=CC=C1)N1N=C(C(=C1)Cl)C(=O)N[C@@H]1C(N(C2=C(O[C@@H]1C)C=CC=N2)C)=O 1-benzyl-4-chloro-N-((2R,3S)-2,5-dimethyl-4-oxo-2,3,4,5-tetrahydropyrido[3,2-b][1,4]oxazepin-3-yl)-1H-pyrazole-3-carboxamide